scandium chromium thulium [Tm].[Cr].[Sc]